S(=O)(=O)(O)O.N1=C(C=CC=C1)C(C1=CC=C(C=C1)[Na])C1=CC=C(C=C1)O 4-[(pyridin-2-yl)(4-hydroxyphenyl)methyl]phenylsodium sulfate